(R)-2-fluoro-N-(8-methylisoquinolin-1-yl)-N-(piperidin-3-yl)-4-((4-(1,2,3,6-tetrahydropyridin-4-yl)pyrimidin-2-yl)amino)benzamide FC1=C(C(=O)N([C@H]2CNCCC2)C2=NC=CC3=CC=CC(=C23)C)C=CC(=C1)NC1=NC=CC(=N1)C=1CCNCC1